(2,6-dichlorophenoxy)-N-phenyl-acetamide ClC1=C(OCC(=O)NC2=CC=CC=C2)C(=CC=C1)Cl